1-((2-Acetyl-2-azaspiro[3.3]heptan-5-yl)methyl)-3-cyclopropyl-N-(2-(S-methylsulfonimidoyl)pyridin-4-yl)-4-(trifluoromethyl)-1H-pyrazole-5-carboxamide C(C)(=O)N1CC2(C1)C(CC2)CN2N=C(C(=C2C(=O)NC2=CC(=NC=C2)S(=O)(=N)C)C(F)(F)F)C2CC2